[Cl-].[Cl-].CC1=C(C(C=C1)(C1(CCCC1)CC)C)[Zr+2] (1,3-dimethyl-3-(1-ethylcyclopentyl)cyclopentadienyl)zirconium dichloride